2,4,5,6-tetrakis(trifluoromethyl)phenol FC(C1=C(C(=C(C(=C1)C(F)(F)F)C(F)(F)F)C(F)(F)F)O)(F)F